C(C)N1C2=C(OCC1=O)C(=CC(=C2)NC2=NC=C(C(=N2)C=2C=CC1=C(N(C=N1)C(C)C)C2)F)CN2CCN(CC2)C(C)=O 4-Ethyl-6-((5-fluoro-4-(1-isopropyl-1H-benzo[d]imidazol-6-yl)pyrimidin-2-yl)amino)-8-((4-acetylpiperazin-1-yl)methyl)-2H-benzo[b][1,4]oxazin-3(4H)-one